ClC=1C=C(C=NC1)C1=NN=C(S1)C=1C=CC(N(N1)CC=1SC(=NN1)C1=CC=C(C=C1)F)=O 6-(5-(5-chloropyridin-3-yl)-1,3,4-thiadiazol-2-yl)-2-((5-(4-fluorophenyl)-1,3,4-thiadiazol-2-yl)methyl)pyridazin-3(2H)-one